NC=1NC(C=2N(C(N(C2N1)[C@@H]1O[C@@H](C[C@H]1O)C(C)(C)O)=O)CC#C)=O 2-Amino-9-((2R,3R,5S)-3-hydroxy-5-(2-hydroxypropan-2-yl)tetrahydrofuran-2-yl)-7-(prop-2-yn-1-yl)-7,9-dihydro-1H-purine-6,8-dione